ClC=1C(=NC(=NC1)NC=1C=NN(C1)C1CCN(CC1)C)NCCCN1CCOCCC1=O 4-(3-((5-chloro-2-((1-(1-methylpiperidin-4-yl)-1H-pyrazol-4-yl)amino)pyrimidin-4-yl)amino)propyl)-1,4-oxazepan-5-one